N1C=C(C2=CC=CC=C12)CCNC(=O)N N-[2-(1H-indol-3-yl)ethyl]-urea